tert-butyl N-[3-[4-[[2-[(3R,4R)-3-fluoro-4-(prop-2-enoylamino) pyrrolidin-1-yl]-9-methyl-purin-6-yl]amino]-3-methoxy-pyrazol-1-yl]propyl]carbamate F[C@@H]1CN(C[C@H]1NC(C=C)=O)C1=NC(=C2N=CN(C2=N1)C)NC=1C(=NN(C1)CCCNC(OC(C)(C)C)=O)OC